(R)-3-cyclopropyl-N-(4-(pyridin-2-yl)benzyl)-5-(pyrrolidin-3-yloxy)pyrazolo[1,5-a]pyrimidin C1(CC1)C=1CN(N2C1N=C(C=C2)O[C@H]2CNCC2)CC2=CC=C(C=C2)C2=NC=CC=C2